OC(C#N)C1=CC=NC=C1 hydroxyl-(pyridine-4-yl)acetonitrile